4-Methoxyphenylphenyl iodide COC1=CC=C(C=C1)C1=C(C=CC=C1)I